7-(hydroxymethyl)-4H,5H-thieno[3,2-c]pyridin-4-one OCC=1C2=C(C(NC1)=O)C=CS2